3-(5-(((1S,2S)-2-(3-methoxyazetidin-1-yl)cyclohexyl)oxy)-1-oxoisoindolin-2-yl)piperidine-2,6-dione COC1CN(C1)[C@@H]1[C@H](CCCC1)OC=1C=C2CN(C(C2=CC1)=O)C1C(NC(CC1)=O)=O